8-((1-(N-(6-chloropyridin-2-yl)-N-methylsulfamoyl)cyclopropyl)methoxy)-N-(4-cyano-3-fluorobenzyl)-1-methyl-2-oxo-1,2-dihydropyrido[2,3-d]pyridazine-3-carboxamide ClC1=CC=CC(=N1)N(S(=O)(=O)C1(CC1)COC=1N=NC=C2C1N(C(C(=C2)C(=O)NCC2=CC(=C(C=C2)C#N)F)=O)C)C